ClCC(CCl)=O 1,3-dichloro-2-propanone